CC1=CC(=CC(=N1)C(=O)N)N1N=CC=C1C 6-methyl-4-(5-methyl-1H-pyrazol-1-yl)picolinamide